C(C)(C)(C)C=1C=C(C=C(C1O)C(C)(C)C)CCC(=O)OCCOC(CCC1=CC(=C(C(=C1)C(C)(C)C)O)C(C)(C)C)=O ethane-1,2-diyl bis(3-(3,5-di-tert-butyl-4-hydroxyphenyl)-propanoate)